bicyclo[2.2.2]Octane-2-carboxylic acid C12C(CC(CC1)CC2)C(=O)O